C1[C@@H]2N(CCN1C1=CC(=C(C(=O)N3COC4=C(C3)C=CC=C4C4=CC(=C(C(=O)O)C=C4F)N4C3COCC4CC3)C(=C1)Cl)Cl)CCC2 4-[3-[4-[(8aR)-3,4,6,7,8,8a-Hexahydro-1H-pyrrolo[1,2-a]pyrazin-2-yl]-2,6-dichlorobenzoyl]-2,4-dihydro-1,3-benzoxazin-8-yl]-5-fluoro-2-(3-oxa-8-azabicyclo[3.2.1]octan-8-yl)benzoic acid